1-(1-(4-((R)-2-((tert-butyldimethylsilyl)oxy)propoxy)-6-((S)-3-methoxytetrahydrofuran-3-yl)pyridin-2-yl)-3-methyl-1H-pyrazolo[4,3-c]pyridin-6-yl)urea [Si](C)(C)(C(C)(C)C)O[C@@H](COC1=CC(=NC(=C1)[C@@]1(COCC1)OC)N1N=C(C=2C=NC(=CC21)NC(=O)N)C)C